4-vinylbenzoic acid ethylester C(C)OC(C1=CC=C(C=C1)C=C)=O